6-[[4-[[(1S)-2-hydroxy-1-phenyl-ethyl]amino]-5-(1,3,4-oxadiazol-2-yl)pyrimidin-2-yl]amino]-2-methyl-3,4-dihydroisoquinolin-1-one OC[C@H](C1=CC=CC=C1)NC1=NC(=NC=C1C=1OC=NN1)NC=1C=C2CCN(C(C2=CC1)=O)C